CC1=C(C=CC(=C1)[N+](=O)[O-])OCC1=CC=C(C=C1)C(F)(F)F 2-methyl-4-nitro-1-(4-(trifluoromethyl)benzyloxy)benzene